N[C@H](CO)C(C)(C)C (S)-2-amino-3,3-dimethyl-1-butanol